1-(2-(4,4,5,5-tetramethyl-1,3,2-dioxaborolan-2-yl)phenyl)ethan-1-ol CC1(OB(OC1(C)C)C1=C(C=CC=C1)C(C)O)C